C(C(O)CO)(=O)[O-].[Hg+2].C(C(O)CO)(=O)[O-] mercuric glycerate